FC(C1=CC=C(C=C1)C1CCCNC1)(F)F 5-(4-(trifluoromethyl)phenyl)piperidin